FCCCN1C[C@H](CC1)OC1=CC=C(C=C1)C1=C(CCCC2=C1C=CC(=C2)O)C2=C1C=CC=NC1=CC=C2 5-[4-[(3S)-1-(3-fluoropropyl)pyrrolidin-3-yl]oxyphenyl]-6-(5-quinolyl)-8,9-dihydro-7H-benzo[7]annulen-2-ol